FC1=CC=C(C=C1)N1CCC2=C1N=C(N=C2NC)NC21CC(C2)(C1)N1C=NC(=C1)C 7-(4-fluorophenyl)-N4-methyl-N2-[3-(4-methylimidazol-1-yl)-1-bicyclo[1.1.1]pentyl]-5,6-dihydropyrrolo[2,3-d]pyrimidine-2,4-diamine